(S)-2-((6-((S)-1-amino-1,3-dihydrospiro[indene-2,4'-piperidin]-1'-yl)-1H-pyrazolo[3,4-b]pyrazin-3-yl)(methyl)amino)propanenitrile N[C@@H]1C2=CC=CC=C2CC12CCN(CC2)C2=CN=C1C(=N2)NN=C1N([C@H](C#N)C)C